N[C@H]1CS(C2=C(N(C1=O)CC1=CC=C(C=C1)Cl)C=C(C(=C2)F)C=2OC(=NN2)C2CNCC(C2)(F)F)(=O)=O (3R)-3-amino-5-[(4-chlorophenyl)methyl]-7-[5-(5,5-difluoro-3-piperidyl)-1,3,4-oxadiazol-2-yl]-8-fluoro-1,1-dioxo-2,3-dihydro-1lambda6,5-benzothiazepin-4-one